(R)-(gamma-thio-valerolactone) C1(CC[C@@H](C)O1)=S